Butyl 6-(3-cyclopropylphenyl)-6-hydroxy-2-azaspiro[3.3]heptane-2-carboxylate C1(CC1)C=1C=C(C=CC1)C1(CC2(CN(C2)C(=O)OCCCC)C1)O